C(C)(C)(C)N(C(O)=O)C=1C(=NC=C(C1)NC(CCl)=O)C.C(CCCCCCCCCCCCCCCCCCCCCCCCCCCCCCCCCCCCCCCCCCCCCCCCC(=O)N)(=O)N hexamethylenebis-behenamide tert-butyl-(5-(2-chloroacetamido)-2-methylpyridin-3-yl)carbamate